(1-(1-(methylamino)isoquinolin-4-yl)ethyl)urea CNC1=NC=C(C2=CC=CC=C12)C(C)NC(=O)N